3-methoxy-N-methyl-4-{[3-(4-{[(1R,4R)-4-(3-methoxypyrrolidin-1-yl)cyclohexyl]amino}-1-(2,2,2-trifluoroethyl)-1H-indol-2-yl)prop-2-yn-1-yl]amino}benzamide COC=1C=C(C(=O)NC)C=CC1NCC#CC=1N(C2=CC=CC(=C2C1)NC1CCC(CC1)N1CC(CC1)OC)CC(F)(F)F